(Z,E)-3,5-Dodecadienyl acetate C(C)(=O)OCC\C=C/C=C/CCCCCC